1,4-di-tert-butyl 2-[(6-amino-3-methoxy-2-methylphenyl)(hydroxy)methyl]butanedioate NC1=CC=C(C(=C1C(C(C(=O)OC(C)(C)C)CC(=O)OC(C)(C)C)O)C)OC